tert-butyl (3R)-3-{[5-(4,4,5,5-tetramethyl-1,3,2-dioxaborolan-2-yl)-1-trityl-1H-indazol-3-yl]carbamoyl}-piperidine-1-carboxylate CC1(OB(OC1(C)C)C=1C=C2C(=NN(C2=CC1)C(C1=CC=CC=C1)(C1=CC=CC=C1)C1=CC=CC=C1)NC(=O)[C@H]1CN(CCC1)C(=O)OC(C)(C)C)C